ClC1=C(C(=CC=C1)Cl)C=1N=C2C=3C=C(C=NC3C=CN2C1CO)C=1C=NN(C1)CC=1C=CC(=NC1)C(=O)N(C)C 5-((4-(2-(2,6-Dichlorophenyl)-3-(hydroxymethyl)imidazo[2,1-f][1,6]naphthyridin-9-yl)-1H-pyrazol-1-yl)methyl)-N,N-dimethylpicolinamide